(S)-1-(3-(4-amino-3-((2-(ethylamino)benzo[d]oxazol-5-yl)ethynyl)-1H-pyrazolo[3,4-d]pyrimidin-1-yl)pyrrolidin-1-yl)prop-2-en-1-one NC1=C2C(=NC=N1)N(N=C2C#CC=2C=CC1=C(N=C(O1)NCC)C2)[C@@H]2CN(CC2)C(C=C)=O